cetyldimethylammonium ethyl-methacrylate C(C)OC(C(=C)C)=O.C(CCCCCCCCCCCCCCC)[NH+](C)C